C(#N)C1=C(C(=NC2=C(C=C(C=C12)F)C(C)=CC(C)(S(=O)N)C)C1COCCC1)C [1-(4-cyanO-6-fluOrO-3-methyl-2-tetrahydropyran-3-yl-8-quinolyl)ethylidene]-2-methyl-propane-2-sulfinamide